C(C)(C)(C)OC(C(CCOC(C)(C)C)N1C(C=C(C(=C1)OC)C1=C(C=CC(=C1)Cl)C1=NOCC1)=O)=O 4-tert-butoxy-2-{4-[5-chloro-2-(4,5-dihydro-1,2-oxazol-3-yl)phenyl]-5-methoxy-2-oxopyridin-1(2H)-yl}butanoic acid tert-butyl ester